FC(C1=C(C=CC(=C1)C(F)(F)F)C(CC)N1N=CC(=C1)N)(F)F 1-(1-(2,4-bis(trifluoromethyl)phenyl)propyl)-1H-pyrazol-4-amine